(5S)-5'-[7,7-difluoro-2-[(2S,3R)-3-hydroxy-2-methyl-azetidin-1-yl]-5,6-dihydrocyclopenta[d]pyrimidin-4-yl]-3-(2-hydroxyethyl)spiro[imidazolidine-5,1'-indane]-2,4-dione FC1(CCC2=C1N=C(N=C2C=2C=C1CC[C@]3(C1=CC2)C(N(C(N3)=O)CCO)=O)N3[C@H]([C@@H](C3)O)C)F